C(C)(C)(C)OC(=O)N1CC2(C1)OCC(C2)C(=C)C(F)(F)F.C=C(C)C2COC1(CC3(CN(C3)C(=O)OC(C)(C)C)C1)C2 tert-Butyl 9-(prop-1-en-2-yl)-7-oxa-2-azadispiro[3.1.46.14]undecane-2-carboxylate tert-Butyl-7-(3,3,3-trifluoroprop-1-en-2-yl)-5-oxa-2-azaspiro[3.4]octane-2-carboxylate